C(C)OC(=O)C=1C=NN(C1C1CC1)C1=NC=CC=C1 5-cyclopropyl-1-(pyridin-2-yl)-1H-pyrazole-4-carboxylic acid ethyl ester